di-carboxyphenoxyethane C(=O)(O)C(C)(OC1=CC=CC=C1)C(=O)O